5-((benzyloxy)methyl)-4H-1,2,4-triazole-3-carboxylic acid ethyl ester C(C)OC(=O)C1=NN=C(N1)COCC1=CC=CC=C1